OC1CC(C1)=O 3-hydroxycyclobutane-1-one